N-(6-(5-chloro-7-((1-cyanoethyl)amino)-6-fluoro-1H-indazol-4-yl)imidazo[1,2-a]pyridin-2-yl)-2-fluorocyclopropane-1-carboxamide ClC=1C(=C2C=NNC2=C(C1F)NC(C)C#N)C=1C=CC=2N(C1)C=C(N2)NC(=O)C2C(C2)F